(1R,2S,3R)-N-[6-[4-((3S,4S)-4-fluoro-3-methyl-tetrahydrofuran-3-yl)piperazin-1-yl]-7-methyl-3-isoquinolyl]-2-methyl-3-(1-methylpyrazol-4-yl)cyclopropanecarboxamide F[C@H]1[C@@](COC1)(C)N1CCN(CC1)C=1C=C2C=C(N=CC2=CC1C)NC(=O)[C@@H]1[C@H]([C@H]1C=1C=NN(C1)C)C